NC1=CC(=C(C=C1)NC(CN1CCOCC1)=O)C(F)(F)F N-[4-amino-2-(trifluoromethyl)phenyl]-2-(morpholin-4-yl)acetamide